(S and R)-3-{2-[(6-methoxy-2-methyl-1,2,3,4-tetrahydroisoquinolin-7-yl)amino]quinazolin-7-yl}-1-oxa-3,8-diazaspiro[4.6]undecan-2-one COC=1C=C2CCN(CC2=CC1NC1=NC2=CC(=CC=C2C=N1)N1C(O[C@]2(C1)CCNCCC2)=O)C |r|